C1(CCC1)C=1C(=NN(C1C)CC1=CC=C(C=C1)F)NC(CC1(CC1)C(F)(F)F)=O N-(4-cyclobutyl-1-(4-fluorobenzyl)-5-methyl-1H-pyrazol-3-yl)-2-(1-(trifluoromethyl)cyclopropyl)acetamide